C(C)(=O)N1[C@H](CN(CC1)C(C=C)=O)C1=CC(=NC(=C1)Cl)C1=CC(=NC=C1)C(=O)NCC (S)-4-(1-acetyl-4-acryloylpiperazin-2-yl)-6-chloro-N-ethyl-[2,4'-bipyridine]-2'-carboxamide